ClC=1C=C(C=CC1F)NC(N([C@H](C)C1=CN=C(C2=CC=CC=C12)NC)C)=O |r| Racemic-3-(3-chloro-4-fluorophenyl)-1-methyl-1-(1-(1-(methylamino)isoquinolin-4-yl)ethyl)urea